5-isopropyl-4-thiazoleboronic acid C(C)(C)C1=C(N=CS1)B(O)O